O[C@H](CNC(=O)C1=CC2=C(N(C(=N2)NC=2SC3=C(N2)C=CC(=C3)OC(F)(F)F)C)C=C1)C 1-Methyl-2-(6-trifluoromethoxy-benzothiazol-2-ylamino)-1H-benzoimidazole-5-carboxylic acid ((S)-2-hydroxy-propyl)-amide